C(C\C=C\CCCCCCCC=C)C#N (3E)-tridec-3,12-dienecarbonitrile